seroyl-carnitine N[C@@H](CO)C(=O)C(O)(C[N+](C)(C)C)CC([O-])=O